COC1=C(C=CC=C1)/C=C/C=O (E)-3-(2-methoxyphenyl)acrolein